C(#N)C=1C=NN2C1C(=CC(=C2)C=2C=NN(C2C)C2CN(C2)[C@H]2CN(CC2)C(=O)OC(C)(C)C)OC tert-Butyl (3R)-3-(3-(4-(3-cyano-4-methoxypyrazolo[1,5-a]pyridin-6-yl)-5-methyl-1H-pyrazol-1-yl)azetidin-1-yl)pyrrolidine-1-carboxylate